(R)-2-(4-bromo-2-propionylphenoxy)-3-fluoropropylacetate BrC1=CC(=C(O[C@H](CCC(=O)[O-])CF)C=C1)C(CC)=O